6-amino-7-[4-(1,3-benzodioxol-5-yloxy)phenyl]-9-[1-(2-butynoyl)-3-pyrrolidinyl]-7,9-dihydro-8H-purin-8-one NC1=C2N(C(N(C2=NC=N1)C1CN(CC1)C(C#CC)=O)=O)C1=CC=C(C=C1)OC1=CC2=C(OCO2)C=C1